(1R)-1-(4-cyclopropyl-3,5-dimethoxyphenyl)-N-{2-[(1S)-1-phenylethoxy]ethyl}ethan-1-amine C1(CC1)C1=C(C=C(C=C1OC)[C@@H](C)NCCO[C@@H](C)C1=CC=CC=C1)OC